pyrazolo[1,5-a][1,3,5]triazin-4(1H)-one N1C=2N(C(N=C1)=O)N=CC2